CN(C1CN(C1)[C@@H]1CNCC1)C (S)-N,N-Dimethyl-1-(pyrrolidin-3-yl)azetidin-3-amine